3-(2-bromo-4-nitroimidazole-1-yl)propan-2-ol BrC=1N(C=C(N1)[N+](=O)[O-])CC(C)O